COC(C1=C(C=C(C(=C1)Cl)NC(C)=O)OC)=O 4-acetamido-5-chloro-2-methoxy-benzoic acid methyl ester